CN(C=1C(C(C1NCC=1N=CSC1)=O)=O)CC1=NC=C(C=C1)C1=NOC(=N1)C(F)(F)F 3-(methyl((5-(5-(trifluoromethyl)-1,2,4-oxadiazol-3-yl)pyridin-2-yl)methyl)amino)-4-((thiazol-4-ylmethyl)amino)cyclobut-3-ene-1,2-dione